CC1=CC=C(C=C1)S(=O)(=O)[O-].[Zn+2].CC1=CC=C(C=C1)S(=O)(=O)[O-] zinc para-toluenesulfonate